4-isopropoxybenzenesulfonamide C(C)(C)OC1=CC=C(C=C1)S(=O)(=O)N